5-bromo-2-chlorobenzoyl chloride BrC=1C=CC(=C(C(=O)Cl)C1)Cl